BrC1=C(OCC(=O)C2=C(C=C(C=C2)Cl)F)C(=CC=C1)CO (2-bromo-6-(hydroxymethyl)phenoxy)-1-(4-chloro-2-fluorophenyl)ethan-1-one